C(=O)(O)C(=O)[O-].C(C)(C)(C)NS(=O)(=O)C=1SC(=CC1C1=CC=C(CN2C=[NH+]C=C2)C=C1)CC(C)C 1-(4-(2-(N-(tert-butyl)sulfamoyl)-5-isobutylthiophen-3-yl)benzyl)-1H-imidazol-3-ium carboxyformate